CC1(C(N(C(N1)=O)C1=NC=C(N=C1)OC1=CC=C(C2=C1C(CO2)(C)C)C)=O)C 5,5-Dimethyl-3-[5-[(3,3,7-trimethyl-2H-benzofuran-4-yl)oxy]pyrazin-2-yl]imidazolidin-2,4-dion